Sodium dodecyl benzyl-sulfonate C(C1=CC=CC=C1)S(=O)(=O)OCCCCCCCCCCCC.[Na]